CCCCC/C=C\C/C=C\C/C=C\C/C=C\CCCC(=O)OC[C@H](COP(=O)(O)OC[C@@H](C(=O)O)N)OC(=O)CCCCCCC/C=C\C/C=C\CCCC 1-(5Z,8Z,11Z,14Z-eicosatetraenoyl)-2-(9Z,12Z-heptadecadienoyl)-glycero-3-phosphoserine